N-(2-(2-((6-chlorohexyl)oxy)ethoxy)ethyl)-2-diazo-3',6'-bis((R)-2-(methoxymethyl)azetidin-1-yl)-3-oxo-2,3-dihydrospiro[indene-1,9'-xanthene]-6-carboxamide ClCCCCCCOCCOCCNC(=O)C1=CC=C2C(C(C3(C4=CC=C(C=C4OC=4C=C(C=CC34)N3[C@H](CC3)COC)N3[C@H](CC3)COC)C2=C1)=[N+]=[N-])=O